ClC1=CC=C(OCC(=O)N[C@H]2CO[C@@H](CC2)C(=O)N2CC3=CC(=CC=C3CC2)Cl)C=C1 2-(4-chlorophenoxy)-N-[(3R,6S)-6-(7-chloro-3,4-dihydro-1H-isoquinoline-2-carbonyl)tetrahydropyran-3-yl]acetamide